di(ethyl) peroxydicarbonate C(=O)(OCC)OOC(=O)OCC